methyl 6-chloro-5-fluoro-4-{[(2,2,2-trichloroacetyl)carbamoyl]amino}pyridine-3-carboxylate ClC1=C(C(=C(C=N1)C(=O)OC)NC(NC(C(Cl)(Cl)Cl)=O)=O)F